5-cyano-N-(5-methyl-6-(trifluorometh-yl)pyridin-3-yl)-2-(methylsulfonyl)benzamide C(#N)C=1C=CC(=C(C(=O)NC=2C=NC(=C(C2)C)C(F)(F)F)C1)S(=O)(=O)C